methyl tetrahydroxybenzoate OC=1C(=C(C(=C(C(=O)OC)C1)O)O)O